C(C)(C)(C)OC(=O)N1C(CCCCC1)C=1NC=CN1 1H-imidazol-2-yl-azepan-1-carboxylic acid tert-butyl ester